(R)-(4-(4-amino-6-(6-ethynyl-5-fluoro-4-methylpyridin-3-yl)-7-methyl-7H-pyrrolo[2,3-d]pyrimidin-5-yl)phenyl)(2-ethynylpyrrolidin-1-yl)methanone NC=1C2=C(N=CN1)N(C(=C2C2=CC=C(C=C2)C(=O)N2[C@H](CCC2)C#C)C=2C=NC(=C(C2C)F)C#C)C